FC1(C(=CC=CC1(F)F)S(=O)(=O)[O-])F 2,2,3,3-tetrafluoro-1-benzenesulfonate